COC=1C=C(CN2C=C(C=CC2=O)C2=CC(N(C(=N2)S(=O)(=O)C)C)=O)C=CC1OC 6-(1-(3,4-dimethoxybenzyl)-6-oxo-1,6-dihydropyridin-3-yl)-3-methyl-2-(methylsulfonyl)pyrimidin-4(3H)-one